1,4-diisocyanatomethyl-2,3,5,6-tetramethylcyclohexane N(=C=O)CC1C(C(C(C(C1C)C)CN=C=O)C)C